(R)-5-(cyclopropylethynyl)-2-(4-methyl-6-((1-methylpiperidin-3-yl)amino)pyridazin-3-yl)phenol C1(CC1)C#CC=1C=CC(=C(C1)O)C=1N=NC(=CC1C)N[C@H]1CN(CCC1)C